ClC=1N=C(NC1[C@H]1[C@H](CN(CC1)S(=O)(=O)CCC(=O)N1CC(C1)F)C)C1=NC=C(C=C1)F 3-[[(3R,4R)-4-[4-Chloro-2-(5-fluoro-2-pyridyl)-1H-imidazol-5-yl]-3-methyl-1-piperidyl]sulfonyl]-1-(3-fluoroazetidin-1-yl)propan-1-one